N-[(3S)-1-methyl-2-oxo-5-phenyl-2,3-dihydro-1H-1,4-benzodiazepin-3-yl]propanamide CN1C([C@H](N=C(C2=C1C=CC=C2)C2=CC=CC=C2)NC(CC)=O)=O